C(C)(C)C1=NC=CC=C1C=1N=C(N2C1C=NC(C2)C)C 1-(2-isopropylpyridin-3-yl)-3,6-dimethyl-5,6-dihydroimidazo[1,5-a]pyrazine